N-(3-methoxyphenyl)-9-(methyl(7H-pyrrolo[2,3-d]pyrimidin-4-yl)amino)-3-azaspiro[5.5]undecane-3-carboxamide COC=1C=C(C=CC1)NC(=O)N1CCC2(CC1)CCC(CC2)N(C=2C1=C(N=CN2)NC=C1)C